Cl.COC1=CC(=C(C=C1)C=1C=C2C(=NNC2=CC1)NC(=O)[C@H]1CNCCC1)C(F)(F)F (3R)-N-{5-[4-methoxy-2-(trifluoromethyl)phenyl]-1H-indazol-3-yl}piperidine-3-carboxamide hydrochloride